C(C1=CC=CC=C1)OC(=O)CN[C@@H]1CN(CC1)CCCCCC1=CC=C2CCCN(C2=N1)C(=O)OC(C)(C)C tert-butyl (S)-7-(5-(3-(((benzyloxycarbonyl) methyl) amino) pyrrolidin-1-yl) pentyl)-3,4-dihydro-1,8-naphthyridine-1(2H)-carboxylate